FC=1C(=NC(=NC1)N[C@H]1[C@@H](COCC1)O)C=1C=C2C(=NC(=NC2=CC1)C(=O)OC)C(C)C methyl 6-(5-fluoro-2-(((3s,4r)-3-hydroxytetrahydro-2H-pyran-4-yl) amino) pyrimidin-4-yl)-4-isopropylquinazoline-2-carboxylate